CC(C)(C)OC(=O)C(CCCC)C Hexane-5-carboxylic acid-1,1-dimethylethyl ester